(S)-tert-butyl (1-(5-(7-methoxy-2-methylquinolin-6-yl)isoxazol-3-yl)but-3-en-1-yl)carbamate COC1=C(C=C2C=CC(=NC2=C1)C)C1=CC(=NO1)[C@H](CC=C)NC(OC(C)(C)C)=O